The molecule is a precorrin carboxylic acid anion obtained by global deprotonation of the carboxy groups of cobalt-precorrin-8. It is a conjugate base of a cobalt-precorrin-8. CC1C2=N[C@@](CC3=C([C@](C(=N3)/C(=C\\4/[C@H]([C@]([C@@]([N-]4)([C@H]5[C@@H]([C@@](C1=N5)(C)CCC(=O)[O-])CC(=O)[O-])C)(C)CC(=O)[O-])CCC(=O)[O-])/C)(C)CC(=O)[O-])CCC(=O)[O-])(C(=C2CCC(=O)[O-])C)C.[Co]